C1(=CC=CC=C1)C(C)N1C=NC=C1C(=O)OC(C)C isopropyl 1-(1-phenylethyl)-1H-imidazole-5-carboxylate